C(C)N1N=CC(=C1)CN1C(N(C=C1)C1=C(C(=CC(=C1)N1CCOC2(CC2)C1)C(F)(F)F)F)=O 1-[(1-ethyl-1H-pyrazol-4-yl)methyl]-3-[2-fluoro-5-(4-oxa-7-azaspiro[2.5]octan-7-yl)-3-(trifluoromethyl)phenyl]-1,3-dihydro-2H-imidazol-2-one